C(C)(C)N1CC2=C(CC1)C=C(S2)C=2C=C1C(=C(NC1=CC2)C2=CC(=NC=C2)C)C(C)C 6-isopropyl-2-(3-isopropyl-2-(2-methylpyridin-4-yl)-1H-indol-5-yl)-4,5,6,7-tetrahydrothieno[2,3-c]pyridine